CC1=CC=C(C=C1)S(=O)(=O)O.C(#N)C1N(CC(C1)(F)F)C(CNC(=O)C1=CC=NC2=CC=C(C=C12)C=1C=NC(=CC1)C(NCCN1CCNCC1)=O)=O N-(2-(2-cyano-4,4-difluoropyrrolidin-1-yl)-2-oxoethyl)-6-(6-(2-(piperazin-1-yl)ethylcarbamoyl)pyridin-3-yl)quinoline-4-carboxamide 4-methylbenzenesulfonate